(1R,3S,5R)-2-(2-(3-acetyl-5-(2-methylpyrimidin-5-yl)-1H-indazol-1-yl)acetyl)-N-(6-bromo-4-butylpyridin-2-yl)-5-methyl-2-azabicyclo[3.1.0]hexane-3-carboxamide C(C)(=O)C1=NN(C2=CC=C(C=C12)C=1C=NC(=NC1)C)CC(=O)N1[C@@H]2C[C@@]2(C[C@H]1C(=O)NC1=NC(=CC(=C1)CCCC)Br)C